N-(2-((2-(dimethylamino)ethyl)(methyl)amino)-4-ethoxy-5-((4-(3,3,5-trimethyl-2,3-dihydro-1H-pyrrolo[3,2-b]pyridin-1-yl)pyrimidin-2-yl)amino)phenyl)acrylamide CN(CCN(C1=C(C=C(C(=C1)OCC)NC1=NC=CC(=N1)N1CC(C2=NC(=CC=C21)C)(C)C)NC(C=C)=O)C)C